C(C)(C)SSCC(C(NC1CCNCC1)=O)NC(OCC(C)C)=O ISOBUTYL 3-(ISOPROPYLDISULFANYL)-1-OXO-1-(PIPERIDIN-4-YLAMINO)PROPAN-2-YLCARBAMATE